2-((1-trityl-1H-imidazol-4-yl)methoxy)propan-1-ol potassium monolysinate N[C@@H](CCCCN)C(=O)[O-].[K+].C(C1=CC=CC=C1)(C1=CC=CC=C1)(C1=CC=CC=C1)N1C=NC(=C1)COC(CO)C